N-(6-methoxy-2-methyl-3-pyridinyl)acetamide COC1=CC=C(C(=N1)C)NC(C)=O